3-(4-chlorostyryl)-N-(2-(2-cyano-4,4-difluoropiperidin-1-yl)-2-oxoethyl)isonicotinamide morpholinate N1(CCOCC1)C(=O)O.ClC1=CC=C(C=CC2=C(C(=O)NCC(=O)N3C(CC(CC3)(F)F)C#N)C=CN=C2)C=C1